(R)-3-((2-oxo-1-(o-tolyl)-7-(trifluoromethyl)-1,2-dihydroquinazolin-4-yl)amino)pyrrolidine-1-carboxylic acid tert-butyl ester C(C)(C)(C)OC(=O)N1C[C@@H](CC1)NC1=NC(N(C2=CC(=CC=C12)C(F)(F)F)C1=C(C=CC=C1)C)=O